FC1=CC=CC2=C1C1=C(O2)C=CC(=C1)C(=O)NCC(=O)OC methyl (9-fluorodibenzo[b,d]furan-2-carbonyl)glycinate